C(C)(C)(C)NS(=O)(=O)C1=CC(=CC=C1)C1=CSC2=C1N=C(N=C2)NC2=CC=C(C=C2)CN2CCN(CC2)CC N-tert-butyl-3-(2-(4-((4-ethylpiperazin-1-yl)methyl)phenylamino)-thieno[3,2-d]pyrimidin-7-yl)benzenesulfonamide